CCCCCCCCCCCCCCCCCC(=O)O The molecule is a C18 straight-chain saturated fatty acid component of many animal and vegetable lipids. As well as in the diet, it is used in hardening soaps, softening plastics and in making cosmetics, candles and plastics. It has a role as a plant metabolite, a human metabolite, a Daphnia magna metabolite and an algal metabolite. It is a long-chain fatty acid, a straight-chain saturated fatty acid and a saturated fatty acid. It is a conjugate acid of an octadecanoate. It derives from a hydride of an octadecane.